F\C=C/1\C(CNCC1)(C(=O)OC)C methyl (E)-4-(fluoromethylene)-3-methylpiperidine-3-carboxylate